C1(CC1)C1=CC(=CC(=N1)C(=O)N)CN1C[C@H](OCC1)C 6-cyclopropyl-4-(((R)-2-methylmorpholinyl)methyl)picolinamide